CC1=NN(C(=C1CCC(=O)N1CCN(CC1)CC=1C=C2C=CNC(C2=CC1)=O)C)C=1C=CC=2N(N1)C(=NN2)C 6-((4-(3-(3,5-dimethyl-1-(3-methyl-[1,2,4]triazolo[4,3-b]pyridazin-6-yl)-1H-pyrazol-4-yl)propanoyl)piperazin-1-yl)methyl)isoquinolin-1(2H)-one